4-(4-{[2-(difluoromethyl)-4-(trifluoromethyl)phenoxy]methyl}-3-methoxyphenyl)-2h,4h,5h,6h,7h-pyrazolo[3,4-b]pyridin-6-one FC(C1=C(OCC2=C(C=C(C=C2)C2C=3C(NC(C2)=O)=NNC3)OC)C=CC(=C1)C(F)(F)F)F